C(C)O[Si](C=C[Si](C1=CC=CC=C1)(N(C)C)N(C)C)(OCC)OCC 1-triethoxysilyl-2-bis(dimethylamino)phenylsilylethylene